1-(13Z,16Z-docosadienoyl)-2-octadecanoyl-glycero-3-phospho-(1'-sn-glycerol) CCCCCCCCCCCCCCCCCC(=O)O[C@H](COC(=O)CCCCCCCCCCC/C=C\C/C=C\CCCCC)COP(=O)(O)OC[C@H](CO)O